NC1=NC(=C2N=CN(C2=N1)CCNC(=O)C1=NN(C=C1Br)C)O N-(2-(2-amino-6-hydroxy-9H-purin-9-yl)ethyl)-4-bromo-1-methyl-1H-pyrazole-3-carboxamide